N-(5-chloro-6-(2H-1,2,3-triazol-2-yl)pyridin-3-yl)-1-(p-tolyl)-5-(trifluoromethyl)-1H-pyrazole-4-carboxamide ClC=1C=C(C=NC1N1N=CC=N1)NC(=O)C=1C=NN(C1C(F)(F)F)C1=CC=C(C=C1)C